5,12-diphenylnaphthonaphthone C1(=CC=CC=C1)C1=CC2=CC=CC=C2C=2C=C(C=3C(CC=CC3C21)=O)C2=CC=CC=C2